vinylidenebis[N-ethyl-N-(trimethylsilyl)aniline] C(=C)(C1=C(N(CC)[Si](C)(C)C)C=CC=C1)C1=C(N([Si](C)(C)C)CC)C=CC=C1